ClC=1C=C(C(=O)NCC=2C=NC=CC2C)C=CC1C(F)F 3-chloro-4-(difluoromethyl)-N-[(4-methylpyridin-3-yl)methyl]benzamide